2-amino-N-benzyl-N-methyl-4-phenylpyrimidine-5-carboxamide NC1=NC=C(C(=N1)C1=CC=CC=C1)C(=O)N(C)CC1=CC=CC=C1